4-[4-[(3-methyl-4-[[1,2,4]triazolo[1,5-a]pyridin-7-yloxy]phenyl)amino]pyrido[3,2-d]pyrimidin-6-yl]-3-oxopiperazine-1-carboxylic acid tert-butyl ester C(C)(C)(C)OC(=O)N1CC(N(CC1)C=1C=CC=2N=CN=C(C2N1)NC1=CC(=C(C=C1)OC1=CC=2N(C=C1)N=CN2)C)=O